C(C)(=O)OC1=C(C(=O)OCCC)C=CC=C1 propyl 2-acetoxybenzoate